ClCC1CCC2(CCN(C2)C2CC2)CC1 8-(chloromethyl)-2-cyclopropyl-2-azaspiro[4.5]decane